4-(3-acrylamido-12-amino-9-cyano-6,7-dihydro-5H-benzo[c]pyrido[3',4':4,5]pyrrolo[1,2-a]azepin-13-yl)-N-(3,3-difluorocyclobutyl)-2-methoxybenzamide C(C=C)(=O)NC1=CC2=C(C=3N(CCC2)C2=C(C3C3=CC(=C(C(=O)NC4CC(C4)(F)F)C=C3)OC)C(=NC=C2C#N)N)C=C1